COC=1C(=CC=2N(C1)N=C(C2)C)NC(=O)N2CCC=1C2=NC=CC1N1CC(N(CC1)C(=O)OC(C)(C)C)(C)C tert-butyl 4-(1-((6-methoxy-2-methylpyrazolo[1,5-a]pyridin-5-yl)carbamoyl)-2,3-dihydro-1H-pyrrolo[2,3-b]pyridin-4-yl)-2,2-dimethylpiperazine-1-carboxylate